5-[(3-chloro-4-fluorophenyl)amino]-1-ethyl-3,8-dimethylpyrido[2,3-d]pyrimidine-2,4,7(1H,3H,8H)-trione ClC=1C=C(C=CC1F)NC1=CC(N(C=2N(C(N(C(C21)=O)C)=O)CC)C)=O